C(C)(C)(C)OC(=O)N1CCN(CC1)C1=CC=C(C=C1)COC1C(NC(CC1)=O)=O 4-[4-(2,6-Dioxo-piperidin-3-yloxymethyl)-phenyl]-piperazine-1-carboxylic Acid tert-butyl Ester